FC=1C=C(C=C(C1)F)C=1C(OC2=CC(=CC=C2C1C)O)C1=CC=C(C=C1)\C=C\CN1CC(C1)CF 3-(3,5-difluorophenyl)-2-{4-[(E)-3-(3-fluoromethylazetidin-1-yl)propenyl]phenyl}-4-methyl-2H-chromen-7-ol